NC1=C(C(=NN1C1=C(C(=CC=C1)F)F)C1=CC=C(C=C1)Br)C#N 5-Amino-3-(4-bromophenyl)-1-(2,3-difluorophenyl)pyrazole-4-carbonitrile